(S)-N-(3-((1-(6-(2-(ethyl(isopropyl)carbamoyl)-4-fluorophenoxy)-1,2,4-triazin-5-yl)pyrrolidin-3-yl)methyl)-3-azaspiro[5.5]undec-9-yl)oxazole-2-carboxamide C(C)N(C(=O)C1=C(OC2=C(N=CN=N2)N2C[C@@H](CC2)CN2CCC3(CC2)CCC(CC3)NC(=O)C=3OC=CN3)C=CC(=C1)F)C(C)C